C1(CCC1)N1C(=NC2=C1C=C(C=C2)N2N=NN=C2C)C=2N(C(C(=C(N2)C(=O)NC=2C=NOC2)O)=O)C 2-(1-cyclobutyl-6-(5-methyl-1H-tetrazol-1-yl)-1H-benzo[d]imidazol-2-yl)-5-hydroxy-N-(isoxazol-4-yl)-1-methyl-6-oxo-1,6-dihydropyrimidine-4-carboxamide